C(C(C)C)N1CCN(CC1)C1=CC=C(C=C1)C=1C=C2C(=NC1)C=C(N2C)C2=CC=C(C=C2)S(=O)(=O)C 6-(4-(4-isobutylpiperazin-1-yl)phenyl)-1-methyl-2-(4-(methylsulfonyl)phenyl)-1H-pyrrolo[3,2-b]pyridine